FC1=C(C(=O)N[C@H](C(=O)O)C(C)(C)C)C=CC(=C1)C=1C=NC=2N(C1)C(=CN2)C2(CC2)C=2C=C1C=CC=NC1=CC2 (2S)-2-(2-fluoro-4-[3-(1-quinolin-6-ylcyclopropyl)imidazo[1,2-a]pyrimidin-6-yl]benzoylamino)-3,3-dimethylbutanoic Acid